ON[C@@H](CO)C1=CC=CC=C1 (R)-2-(hydroxyamino)-2-phenylethan-1-ol